C(#N)CCC=1C=2N(C=C(C1)C(F)(F)F)C=C(N2)C(=O)O 8-(2-cyanoethyl)-6-(trifluoromethyl)imidazo[1,2-a]pyridine-2-carboxylic acid